3-(6-bromo-1-oxo-4-phenylisoindolin-2-yl)piperidine-2,6-dione BrC1=CC(=C2CN(C(C2=C1)=O)C1C(NC(CC1)=O)=O)C1=CC=CC=C1